C1(=CC=CC=2C3=CC=CC=C3NC12)C=1C(=C(C=CC1)C1=CC=CC=C1)C1=C(C=CC=2C3=CC=CC=C3C3=CC=CC=C3C12)C1=CC=CC=C1 (carbazolyl)(phenyltriphenyleneyl)biphenyl